ClC=1C=NC(=NC1)N1CC(C1)OC=1C=C(C=CC1OC)[C@H]1[C@](CN(C1)C(C(CO)O)=O)(C)[C@@H](C)O 1-((3S,4S)-4-(3-((1-(5-chloropyrimidin-2-yl)azetidin-3-yl)oxy)-4-methoxyphenyl)-3-((R)-1-hydroxyethyl)-3-methylpyrrolidin-1-yl)-2,3-dihydroxypropan-1-one